(+-)-(trans)-2-methylcyclopropanecarboxylic acid C[C@H]1[C@@H](C1)C(=O)O |r|